N-(4-Methyl-3-(6-(2-(2-oxopropoxy)ethoxy)benzo[b]thiophene-2-carboxamido)phenyl)-2,3-dihydrobenzo[b][1,4]dioxine-6-carboxamide CC1=C(C=C(C=C1)NC(=O)C1=CC2=C(OCCO2)C=C1)NC(=O)C1=CC2=C(S1)C=C(C=C2)OCCOCC(C)=O